benzyldimethyl-1-[4-(methylthio)phenyl]-2-morpholino-propan-1-one C(C1=CC=CC=C1)C(C(C(=O)C1=CC=C(C=C1)SC)(N1CCOCC1)C)C